NC(CC=1C=CC(=NC1)C1=C(C=C(C#N)C=C1)OC1=CC(=NC(=C1)N1CCOCC1)C)(C)C 4-[5-(2-amino-2-methylpropyl)pyridin-2-yl]-3-(2-methyl-6-morpholin-4-ylpyridin-4-yl)oxybenzonitrile